S1C(=NC2=C1C=CC=C2)C2=CC=C(OCCCCCC(=O)NO)C=C2 6-(4-(benzo[d]thiazol-2-yl)phenoxy)-N-hydroxyhexanamide